ClC1=CC2=C(N=C3N2CC(C=2C=C(C=CC32)F)(C(=O)[O-])CC3CCCC3)C=C1Cl 9,10-dichloro-5-(cyclopentylmethyl)-3-fluoro-5,6-dihydrobenzo[4,5]imidazo[2,1-a]isoquinoline-5-carboxylate